NCC1CN(C1)C1=C(C=NC2=CC=C(C=C12)C=1C(=C(C#N)C=C(C1)F)O)C1=CC(=CC(=C1)F)F 3-{4-[3-(aminomethyl)azetidin-1-yl]-3-(3,5-difluorophenyl)quinolin-6-yl}-5-fluoro-2-hydroxybenzonitrile